2-((6-methoxypyridin-3-yl)methyl)-1-oxo-1,2-dihydro-phthalazine-6-sulfonyl chloride COC1=CC=C(C=N1)CN1C(C2=CC=C(C=C2C=N1)S(=O)(=O)Cl)=O